C1(CC1)C1=CC(=C(C=C1)NC1=CC(=NC=C1C(=O)NOCC)NC1=NC(=CC=C1)C(F)(F)F)N(S(=O)(=O)C)C 4-((4-cyclopropyl-2-(N-methylmethylsulfonamido)phenyl)amino)-N-ethoxy-6-((6-(triFluoromethyl)pyridin-2-yl)amino)nicotinamide